S(=O)(=O)([O-])[O-].[NH4+].C(CCCCCCCC)C(CCOOCC=C)OC1=CC=CC=C1.[NH4+] allyloxy nonylphenoxypropyl ether ammonium sulfate